FC1=C(\C=N\NC(=O)C2=CN=CC(=N2)C=2C=CC(=NC2)S(=O)(=O)NC)C=C(C=C1)OC (E)-5-(6-(2-(2-fluoro-5-methoxybenzylidene)hydrazine-1-carbonyl)pyrazin-2-yl)-N-methylpyridine-2-sulfonamide